ClC1=CC(=NC=C1Cl)C(=O)N1CC=2C(=NN3C2C(N(C[C@H]3C)C(C)C=3C=NC(=CC3)C(C)(C)O)=O)C[C@H]1C |r| racemic-(3R,7R)-2-(4,5-dichloropicolinoyl)-9-(1-(6-(2-hydroxypropan-2-yl)pyridin-3-yl)ethyl)-3,7-dimethyl-1,2,3,4,8,9-hexahydropyrido[4',3':3,4]pyrazolo[1,5-a]pyrazin-10(7H)-one